FC1=CC=CC(=N1)OC=1C=CC=2C3=C(N(C2C1)C)C(N(N=C3)CC3=CC=C(C=C3)OC)=O 7-((6-fluoropyridin-2-yl)oxy)-3-(4-methoxybenzyl)-5-methyl-3,5-dihydro-4H-pyridazino[4,5-b]indol-4-one